4,4,4,4',4',4'-hexa-fluorovaline FC(C([C@H](N)C(=O)O)C(F)(F)F)(F)F